4-(benzoxazol-2-yl)phenylboronic acid O1C(=NC2=C1C=CC=C2)C2=CC=C(C=C2)B(O)O